3-(6-(4-((4-(4-(9-chloro-3-methyl-10-oxo-10H-chromeno[3,2-b]pyridin-4-yl)phenyl)piperazin-1-yl)methyl)piperidin-1-yl)-4-methoxy-1-oxoisoindolin-2-yl)piperidine-2,6-dione hydrochloride Cl.ClC=1C=2C(C3=NC=C(C(=C3OC2C=CC1)C1=CC=C(C=C1)N1CCN(CC1)CC1CCN(CC1)C1=CC(=C2CN(C(C2=C1)=O)C1C(NC(CC1)=O)=O)OC)C)=O